4-(4-cyano-2-methoxyphenoxy)-N-(3-(S-methylamino-sulfinyl)phenyl)-6-(trifluoromethyl)pyridazine-3-carboxamide C(#N)C1=CC(=C(OC2=C(N=NC(=C2)C(F)(F)F)C(=O)NC2=CC(=CC=C2)S(=O)NC)C=C1)OC